4-(2-chlorophenoxazin-10-yl)-N,N-diethylbutan-1-amine hydrochloride Cl.ClC1=CC=2N(C3=CC=CC=C3OC2C=C1)CCCCN(CC)CC